2-morpholinophenyl-acrylamide O1CCN(CC1)C1=C(C=CC=C1)C(C(=O)N)=C